CC1(CCN(CC1)C=1OC2=C(C=C(C=C2C(C1)=O)C)C(C)NC1=C(C(=O)NOC)C=CC=C1)C 2-[1-[2-(4,4-Dimethyl-1-piperidyl)-6-methyl-4-oxo-chromen-8-yl]ethylamino]-N-methoxy-benzamide